(1-(4-chloro-2-fluorobenzyl)cyclobutyl)methanamine ClC1=CC(=C(CC2(CCC2)CN)C=C1)F